2-((S)-1-(4-(6-((4-cyano-2-fluorobenzyl)oxy)-3-fluoropyridin-2-yl)piperazine-1-yl)ethyl)-1-(((S)-oxetan-2-yl)methyl)-1H-benzo[d]imidazole-6-carboxylic acid C(#N)C1=CC(=C(COC2=CC=C(C(=N2)N2CCN(CC2)[C@@H](C)C2=NC3=C(N2C[C@H]2OCC2)C=C(C=C3)C(=O)O)F)C=C1)F